BrC=1C=C(C=2N(C1)C=C(N2)C(=O)N2C[C@H]([C@@]1(CC2)NCC2=CC=CC=C2C1)O)Br (6,8-dibromoimidazo[1,2-a]pyridin-2-yl)[(3R,3'R)-3'-hydroxy-1,4-dihydro-1'H,2H-spiro[isoquinoline-3,4'-piperidin]-1'-yl]methanone